pyrenyl-perylene C1(=CC=C2C=CC3=CC=CC4=CC=C1C2=C34)C3=CC=C4C=CC=C2C1=CC=CC5=CC=CC(C3=C42)=C15